5-(((1S,2S)-2-(Dimethylamino)cyclohexyl)(methyl)amino)-2-(2,6-dioxopiperidin-3-yl)isoindolin-1,3-dion tert-butyl-4-(4-cyclopropyl-3-oxo-butanoyl)piperazine-1-carboxylate C(C)(C)(C)OC(=O)N1CCN(CC1)C(CC(CC1CC1)=O)=O.CN([C@@H]1[C@H](CCCC1)N(C=1C=C2C(N(C(C2=CC1)=O)C1C(NC(CC1)=O)=O)=O)C)C